BrC=1C2=C(N(C(CC1C=O)=O)CC1=CC(=C(C=C1)C)F)C=C(C=C2)C 5-bromo-1-(3-fluoro-4-methylbenzyl)-8-methyl-2-oxo-2,3-dihydro-1H-benzo[b]azepine-4-carbaldehyde